CN(CCN1N=CC(=C1)CN1C=2N(C3=CC=C(C=C3C1=O)S(=O)(=O)NC1(CC1)C)[C@@H](CN2)C)C (R)-4-((1-(2-(dimethylamino)ethyl)-1H-pyrazol-4-yl)methyl)-1-methyl-N-(1-methylcyclopropyl)-5-oxo-1,2,4,5-tetrahydroimidazo[1,2-a]quinazoline-7-sulfonamide